Carbazol-6-one C1=CC=CC=2C3=CC(C=CC3=NC12)=O